tert-Butyl 3-(4-acetamido-7-bromobenzo[d]oxazol-2-yl)-3,6-diazabicyclo[3.1.1]heptane-6-carboxylate C(C)(=O)NC1=CC=C(C2=C1N=C(O2)N2CC1N(C(C2)C1)C(=O)OC(C)(C)C)Br